FC(F)(F)[C@@]1(C[C@H](O)[C@@H](CO)O1)N1C(=O)NC(=O)C=C1 trifluoromethyl-deoxyuridine